ethyl 2-methyl-6-(4-methylbenzyl)-5-oxo-5,6-dihydro-1,6-naphthyridine-3-carboxylate CC1=NC=2C=CN(C(C2C=C1C(=O)OCC)=O)CC1=CC=C(C=C1)C